FC1=C(C=CC(=C1)F)S(=O)(=O)NC=1C=C(C=NC1OC)C1=CC=C2C=NN=C(C2=C1)N1CCNCC1 4-(7-(5-((2,4-difluorophenyl)sulfonamido)-6-methoxypyridin-3-yl)phthalazin-1-yl)piperazine